ClC1=NC=C(C(=C1)C1=C(C=NC(=C1)C)C(=O)NC=1SC(=NN1)OC[C@@H]1COC[C@H]1C)OC 2'-chloro-5'-methoxy-6-methyl-N-(5-(((3s,4s)-4-methyltetrahydrofuran-3-yl)methoxy)-1,3,4-thiadiazol-2-yl)-(4,4'-bipyridyl)-3-carboxamide